CN(C=CCCCCCCCCC)C dimethyl-(undecenyl)amine